(RS)-N-(2-((5-trifluoromethylpyridin-2-yl)oxy)propyl)-5-chloro-6-difluoromethylpyrimidin-4-amine FC(C=1C=CC(=NC1)O[C@@H](CNC1=NC=NC(=C1Cl)C(F)F)C)(F)F |r|